6-chloro-4,5-dihydro-1,2,4-triazine ClC=1CNC=NN1